ClC1=C(C=C(C=C1)CCC(=O)NC1=CC(=NN1COCC[Si](C)(C)C)C1=CN=NC=C1CF)F 3-(4-Chloro-3-fluorophenyl)-N-(3-(5-(fluoromethyl)pyridazin-4-yl)-1-((2-(trimethylsilyl)ethoxy)methyl)-1H-pyrazol-5-yl)propanamide